ethylphenylbipyridine C(C)C1=C(C(=NC=C1)C1=NC=CC=C1)C1=CC=CC=C1